3-((1-(5-aminopentyl)-5-methyl-1H-benzo[d]imidazol-2-yl)carbamoyl)benzoic acid NCCCCCN1C(=NC2=C1C=CC(=C2)C)NC(=O)C=2C=C(C(=O)O)C=CC2